5-Chloro-3-[3-(4-methanesulfonylphenyl)-1,2-oxazol-5-yl]-6-(2-methoxyethoxy)-1H-indazole ClC=1C=C2C(=NNC2=CC1OCCOC)C1=CC(=NO1)C1=CC=C(C=C1)S(=O)(=O)C